1-[4-(7-Morpholin-4-ylquinazolin-4-yl)-thiophen-2-yl]-1-thiazol-2-ylethanol N1(CCOCC1)C1=CC=C2C(=NC=NC2=C1)C=1C=C(SC1)C(C)(O)C=1SC=CN1